(R)-5-chloro-2-(1-hydroxyethyl)-3-phenylquinazolin-4(3H)-one ClC1=C2C(N(C(=NC2=CC=C1)[C@@H](C)O)C1=CC=CC=C1)=O